5,10,15,20-tetrakis(4-sulfophenyl)-21h,23h-porphyrin S(=O)(=O)(O)C1=CC=C(C=C1)C=1C2=CC=C(N2)C(=C2C=CC(C(=C3C=CC(=C(C=4C=CC1N4)C4=CC=C(C=C4)S(=O)(=O)O)N3)C3=CC=C(C=C3)S(=O)(=O)O)=N2)C2=CC=C(C=C2)S(=O)(=O)O